[Na+].[Na+].O[B-]1([C@H]2C[C@H]2C2=CC=C(C(=C2O1)C(=O)O)OC1CN(C1)C([C@](N)(CO)C)=O)O.O[B-]1([C@H]2C[C@H]2C2=CC=C(C(=C2O1)C(=O)O)OC1CN(C1)C([C@](N)(CO)C)=O)O (2R,4S)-5,5-dihydroxy-9-[1-(2-methyl-D-seryl)azetidin-3-yl]oxy-6-oxa-5-boranuidatricyclo[5.4.0.02,4]undeca-1(11),7,9-triene-8-carboxylic acid disodium salt